9,9-dimethyl-N2,N2,N7,N7-tetraphenyl-9,10-dihydroacridine-2,7-diamine CC1(C2=CC(=CC=C2NC=2C=CC(=CC12)N(C1=CC=CC=C1)C1=CC=CC=C1)N(C1=CC=CC=C1)C1=CC=CC=C1)C